C1(CC1)N(C1=C2N(C=NC2=NC(=N1)C=1C(=NC=NC1OC)C1CC1)C1OCCCC1)CC1=CC=C(C=C1)C=1N(C=C(N1)C(F)(F)F)C(C)C N-cyclopropyl-2-(4-cyclopropyl-6-methoxypyrimidin-5-yl)-N-(4-(1-isopropyl-4-(trifluoromethyl)-1H-imidazol-2-yl)benzyl)-7-(tetrahydro-2H-pyran-2-yl)-7H-purin-6-amine